ClC=1C=C(C=C(C1)F)NC(NC1=C(C(=O)NCC)C=CC(=C1)F)=O 2-[3-(3-chloro-5-fluorophenyl)ureido]-4-fluoro-N-ethylbenzamide